(R)-ethyl 3-(1-amino-3-hydroxypropyl)benzoate N[C@H](CCO)C=1C=C(C(=O)OCC)C=CC1